5-allyl-2-(((tert-butyldimethylsilyl)oxy)methyl)-8-chloro-1-(2,6-dichlorophenyl)-1,6-naphthyridin-4(1H)-one C(C=C)C1=C2C(C=C(N(C2=C(C=N1)Cl)C1=C(C=CC=C1Cl)Cl)CO[Si](C)(C)C(C)(C)C)=O